6-fluoro-8-(methoxymethoxy)-1-methyl-4-carbonyl-1,4-dihydroquinoline-2-carboxylic acid methyl ester COC(=O)C=1N(C2=C(C=C(C=C2C(C1)=C=O)F)OCOC)C